(26Z,29Z)-N-(4-((tert-butyldiphenylsilyl)oxy)butyl)-N-methylpentatriaconta-26,29-dien-17-amine [Si](C1=CC=CC=C1)(C1=CC=CC=C1)(C(C)(C)C)OCCCCN(C(CCCCCCCCCCCCCCCC)CCCCCCCC\C=C/C\C=C/CCCCC)C